N-[4-[(6,7-Dimethoxy-1,5-naphthyridin-4-yl)oxy]phenyl]-5-(4-fluoro-2-methylphenyl)-4-hydroxy-2-(methoxymethyl)-6-methylpyridine-3-carboxamide COC=1N=C2C(=CC=NC2=CC1OC)OC1=CC=C(C=C1)NC(=O)C=1C(=NC(=C(C1O)C1=C(C=C(C=C1)F)C)C)COC